2-[[(2-Nitrophenyl)Methoxyl]Methyl]Oxirane [N+](=O)([O-])C1=C(C=CC=C1)COCC1OC1